methyl-3-(2-methoxy-4,6-dimethyl-phenyl)-7-(trifluoromethylsulfonyloxy)thieno[3,2-c]pyridazine CC=1C2=C(N=NC1C1=C(C=C(C=C1C)C)OC)C(=CS2)OS(=O)(=O)C(F)(F)F